C(C=C)(=O)N1[C@H](CN(C[C@H]1C)C1=C(C(N(C2=NC(=C(C=C12)Cl)C1=C(C(=C(C(=C1F)F)F)F)N)C=1C(=NC=CC1C)C(C)C)=O)C#N)C 4-((3S,5R)-4-acryloyl-3,5-dimethylpiperazin-1-yl)-7-(2-amino-3,4,5,6-tetrafluorophenyl)-6-chloro-1-(2-isopropyl-4-methylpyridin-3-yl)-2-oxo-1,2-dihydro-1,8-naphthyridine-3-carbonitrile